CN1C(C2=C(C=C1)C(=CN2)C2=CC(=CC=C2)CN2CCC1(CCCO1)CC2)=O 6-Methyl-3-(3-(1-oxa-8-azaspiro[4.5]dec-8-ylmethyl)phenyl)-1H-pyrrolo[2,3-c]pyridin-7(6H)-one